N-(3-chlorophenyl)-N-((4-(5-(difluoromethyl)-1,3,4-oxadiazol-2-yl)oxazol-2-yl)methyl)cyclopropanesulfonamide ClC=1C=C(C=CC1)N(S(=O)(=O)C1CC1)CC=1OC=C(N1)C=1OC(=NN1)C(F)F